COC1=CC=C(C=C1)C=1C=CC=C2C=CC=NC12 8-(4-methoxyphenyl)quinoline